C1=C=C=C=C1 cyclopentadieneDiene